(3-(3-chloro-4-cyanophenoxy)-2,2,4,4-tetramethylcyclobutyl)acetamide ClC=1C=C(OC2C(C(C2(C)C)CC(=O)N)(C)C)C=CC1C#N